FC1=C(C=CC=C1)C1=NC=2N(C(=N1)NC1=CC=C(C=C1)N1CCC(CC1)N1CCN(CC1)C)N=CC2 2-(2-fluorophenyl)-N-(4-(4-(4-methylpiperazin-1-yl)piperidin-1-yl)phenyl)pyrazolo[1,5-a][1,3,5]triazin-4-amine